(3S)-8-((S)-4-acryloyl-2-methylpiperazin-1-yl)-10-chloro-11-(2,4-difluorophenyl)-3-methoxy-3,4-dihydro-2H,6H-[1,4]thiazepino[2,3,4-ij]quinazolin-6-one C(C=C)(=O)N1C[C@@H](N(CC1)C1=NC(N2C3=C(C(=C(C=C13)Cl)C1=C(C=C(C=C1)F)F)SC[C@H](C2)OC)=O)C